C(=O)C1=CC=C(C=C1)C1=CC=C(C=C1)C(=O)O 4'-formylbiphenyl-4-formic acid